C1(C=CC(N1C=1C=C(OC2=CC=C(C=C2)CCC2=CC=C(C=C2)OC2=CC(=CC=C2)N2C(C=CC2=O)=O)C=CC1)=O)=O 1,2-bis[4-(3-maleimidophenoxy)phenyl]ethane